NC=1C=CC(=NC1)C1CCN(CC1)C(=O)OC(C)(C)C tert-butyl 4-(5-aminopyridin-2-yl)piperidine-1-carboxylate